(S)-1-(1H-BENZO[D]IMIDAZOL-2-YL)-N-(1-OXO-3-PHENYLPROPAN-2-YL)-1H-IMIDAZOLE-5-CARBOXAMIDE N1C(=NC2=C1C=CC=C2)N2C=NC=C2C(=O)N[C@H](C=O)CC2=CC=CC=C2